C(C)(C)(C)O[C@H]1[C@@H](C[C@H]2N(CCC3=CC(=C(C=C23)OC)OCCCF)C1)O (2R,3R,11bR)-3-(tert-butoxy)-9-(3-fluoropropoxy)-10-methoxy-1,3,4,6,7,11b-hexahydro-2H-pyrido[2,1-a]isoquinolin-2-ol